C1C2C(C3C(O2)OCO3)OCO1 Diformylxylose